(R)-4-(chloromethyl)-2,2-dimethyl-1,3-dioxolane ClC[C@@H]1OC(OC1)(C)C